4-methyl-6-(5-(((3S,5R)-3-methyl-5-(4-methyl-1-oxo-1,3-dihydroisobenzofuran-5-yl)piperazin-1-yl)methyl)-1,3,4-oxadiazol-2-yl)nicotinonitrile CC1=CC(=NC=C1C#N)C=1OC(=NN1)CN1C[C@@H](N[C@@H](C1)C=1C(=C2COC(C2=CC1)=O)C)C